Tert-Butyl 6-[2-(trifluoromethyl)pyrimidin-5-yl]-2-azaspiro[3.3]heptane-2-carboxylate FC(C1=NC=C(C=N1)C1CC2(CN(C2)C(=O)OC(C)(C)C)C1)(F)F